C1(=CC=CC=C1)C1=NC(=CC(=N1)C1=C(C(=CC(=C1N1C2=CC=C(C=C2C=2C=C(C=CC12)C)C)C1=NC(=NC(=C1)C1=CC=CC=C1)C1=CC=CC=C1)N1C2=CC=CC=C2C=2C=C(C=CC12)C1=CC=CC=C1)N1C2=CC=C(C=C2C=2C=C(C=CC12)C)C)C1=CC=CC=C1 9,9'-(2,4-bis(2,6-diphenylpyrimidin-4-yl)-6-(3-phenyl-9H-carbazol-9-yl)-1,3-phenylene)bis(3,6-dimethyl-9H-carbazole)